4-(1-(3-(ethoxymethyl)-3-phenethylpyrrolidin-1-yl)ethyl)-2-methylthiazole C(C)OCC1(CN(CC1)C(C)C=1N=C(SC1)C)CCC1=CC=CC=C1